ClC=1C=C2C=CC(=NC2=NC1)C=1C=C(C=2N(N1)C=C(N2)C)C 6-chloro-2-{2,8-dimethylimidazo[1,2-b]pyridazin-6-yl}-1,8-naphthyridine